C1(=CC=CC=C1)C1=NC(=CC(=N1)C=1C=C(C=C(C1)N1C2=CC=C(C=C2C=2C=C(C=CC12)C1=CC=CC=2OC3=C(C21)C=CC=C3)C3=CC=CC=2OC1=C(C23)C=CC=C1)N1C2=CC=C(C=C2C=2C=C(C=CC12)C1=CC=CC=2OC3=C(C21)C=CC=C3)C3=CC=CC=2OC1=C(C23)C=CC=C1)C1=CC=CC=C1 9,9'-(5-(2,6-diphenylpyrimidin-4-yl)-1,3-phenylene)bis(3,6-bis(dibenzo[b,d]furan-1-yl)-9H-carbazole)